6-Benzyl-8-cyclopentyl-2-[5-(3-ethylamino-pyrrolidin-1-yl)-pyridin-2-ylamino]-8H-pyrido[2,3-d]pyrimidin-7-one C(C1=CC=CC=C1)C1=CC2=C(N=C(N=C2)NC2=NC=C(C=C2)N2CC(CC2)NCC)N(C1=O)C1CCCC1